(2S)-2-(pyrrolidin-1-ylcarbonyl)pyrrolidin N1(CCCC1)C(=O)[C@H]1NCCC1